C(C)C1(C(CCCC1)(C(=O)O)CC)C(=O)O diethyl-cyclohexane-1,2-dicarboxylic acid